N-(2,6-difluorobenzyl)-5-(1-ethyl-3-(thiazol-2-yl)-1H-pyrazol-5-yl)pyrimidin-2-amine FC1=C(CNC2=NC=C(C=N2)C2=CC(=NN2CC)C=2SC=CN2)C(=CC=C1)F